3-(4-(2-(1-aminopyrrolidin-3-yl)ethyl)piperazin-1-yl)-N-(2,6-dioxopiperidin-3-yl)benzamide NN1CC(CC1)CCN1CCN(CC1)C=1C=C(C(=O)NC2C(NC(CC2)=O)=O)C=CC1